2-Methyl-3-Butenic Acid CC(C(=O)O)C=C